3-bromo-7-hydroxy-6-phenylthieno[3,2-b]pyridin BrC1=CSC=2C1=NC=C(C2O)C2=CC=CC=C2